COC(=O)C=1SC=C(C1)C(O)C=1C(=NC(=CC1)N1CC2CC2C1)C 4-[(6-{3-azabicyclo[3.1.0]hex-3-yl}-2-methylpyridin-3-yl)(hydroxy)methyl]thiophene-2-carboxylic acid methyl ester